ClC=1C(=C(C(=CC1)O)C(C)=O)O 1-(3-chloro-2,6-dihydroxy-phenyl)ethanone